COC=1C=C(C=CC1OC)C1=CC=C2C=CC=C3C=CC(C1=C32)=O 9-(3,4-Dimethoxyphenyl)-1H-phenalen-1-one